CS(=O)(=O)[O-].C(CCCCCCCCC)[NH+]1C(=CC=C1)CCC 1-Decyl-2-propylpyrrolium methansulfonat